ClC1=C(C=C(C=C1)F)[C@H]1C=2N(CC(N1)=O)C(=NC2NC(C2=CC(=CC(=C2)C(F)(F)F)F)=O)C(=O)N (S)-8-(2-chloro-5-fluorophenyl)-1-(3-fluoro-5-(trifluoromethyl)benzamido)-6-oxo-5,6,7,8-tetrahydroimidazo[1,5-a]pyrazine-3-carboxamide